ClC1=NN(C2=NC(=NC=C21)Cl)CCCOC2=NN(C(=C2[N+](=O)[O-])C)C=2C(=NC=CC2)OC(F)(F)F 3,6-dichloro-1-(3-((5-methyl-4-nitro-1-(2-(trifluoromethoxy)pyridin-3-yl)-1H-pyrazol-3-yl)oxy)propyl)-1H-pyrazolo[3,4-d]pyrimidine